di-tert-butyl hept-5-ene-2,3-dicarboxylate CC(C(CC=CC)C(=O)OC(C)(C)C)C(=O)OC(C)(C)C